6-Fluoro-N-(2-(2-methyl-1,2,5,6-tetrahydropyridin-3-yl)thieno[2,3-b]pyridin-4-yl)benzo[d]thiazol-5-amine FC1=CC2=C(N=CS2)C=C1NC1=C2C(=NC=C1)SC(=C2)C=2C(NCCC2)C